N-({6-[3-(difluoromethyl)-1,2,4-triazol-1-yl]-2-fluoro-3-methoxyphenyl}methyl)-1-[(2-isopropyl-1,3-dihydroisoindol-5-yl)methyl]-3-(methoxymethyl)pyrazole-4-carboxamide FC(C1=NN(C=N1)C1=CC=C(C(=C1CNC(=O)C=1C(=NN(C1)CC=1C=C2CN(CC2=CC1)C(C)C)COC)F)OC)F